BrC1=CC=2N(C(C(=C(N2)CN(C(OC(C)(C)C)=O)C2CC(C2)(C)O)C)=O)C=C1 tert-Butyl ((8-bromo-3-methyl-4-oxo-4H-pyrido[1,2-a]pyrimidin-2-yl)methyl)((1r,3r)-3-hydroxy-3-methylcyclobutyl)carbamate